(2S)-2-((2-((5-methoxy-7,7-dimethyl-5,7-dihydrofuro[3,4-b]pyridin-2-yl)amino)-5-(3-(quinuclidin-4-yl)-1,2,4-oxadiazol-5-yl)pyrimidin-4-yl)amino)-2-phenylethan-1-ol COC1OC(C2=NC(=CC=C21)NC2=NC=C(C(=N2)N[C@H](CO)C2=CC=CC=C2)C2=NC(=NO2)C21CCN(CC2)CC1)(C)C